O[C@@H]1C[C@H]2CC[C@H]3[C@@H]4CC[C@H]([C@@H](CCC)C)[C@]4(C(C[C@@H]3[C@]2(CC1)C)=O)C 3β-hydroxy-12-keto-5β-cholan